C(C)(C)(C)OC(=O)C=1C=C2C(=NNC2=CC1)I 3-iodo-1H-indazole-5-carboxylic acid tert-butyl ester